2-amino-6-methyl-4-(5-methylfuran-2-yl)-5-carbonyl-5H-pyrrolo[3,4-d]pyrimidin NC=1N=C(C2=C(N1)CN(C2=C=O)C)C=2OC(=CC2)C